C1(C=CC2=CC=CC=C12)[K] indenyl-potassium